N-(1-methyl-3-(pyridin-2-yl)-1H-pyrazol-4-yl)-6'-oxo-1',6'-dihydro-[2,3'-bipyridine]-6-carboxamide CN1N=C(C(=C1)NC(=O)C1=CC=CC(=N1)C1=CNC(C=C1)=O)C1=NC=CC=C1